4,5'-dinitramino-5-amino-3,3'-bi-1,2,4-triazolecarboxamide N([N+](=O)[O-])N1C(N=NC1(C(=O)N)N)=C1N=NC(=N1)N[N+](=O)[O-]